ClCC(CCl)C1CN(C1)C 3-(1,3-dichloropropane-2-yl)-1-methylazetidine